ClC=1C=C(C=NC1C#N)N1C(N(C2(CCC2)C1=N)C1=CC(=C(C=C1)N1CCC(CC1)CN1CCN(CC1)C(=O)OC(C)(C)C)F)=S tert-butyl 4-[(1-[4-[7-(5-chloro-6-cyanopyridin-3-yl)-8-imino-6-sulfanylidene-5,7-diazaspiro[3.4]octan-5-yl]-2-fluorophenyl] piperidin-4-yl) methyl]piperazine-1-carboxylate